N1C=C(C2=CC=CC=C12)CC(CCCC)C1=C(N=C2N1CCN(C2)C2CCC(CC2)(F)F)C(=O)N (1-(1H-indol-3-yl)hexan-2-yl)-7-(4,4-difluorocyclohexyl)-5,6,7,8-tetrahydroimidazo[1,2-a]pyrazine-2-carboxamide